NC1=C(C2=C(S1)C(=CC=C2C2=C(C=C1C=NC(=NC1=C2F)OC[C@]21CCCN1C[C@@H](C2)F)Cl)F)C#N (S)-7-(2-amino-3-cyano-7-fluorobenzo[b]thiophen-4-yl)-6-chloro-8-fluoro-2-(((2R,7aS)-2-fluorotetrahydro-1H-pyrrolizin-7a(5H)-yl)methoxy)quinazolin